6-methyl-N-[4-(2-methyl-3-pyridyl)thiazol-2-yl]pyridine-3-carboxamide CC1=CC=C(C=N1)C(=O)NC=1SC=C(N1)C=1C(=NC=CC1)C